4-(2-(morpholin-4-yl)ethyl)-1-(quinolin-6-yl)-1H-indole N1(CCOCC1)CCC1=C2C=CN(C2=CC=C1)C=1C=C2C=CC=NC2=CC1